CC1(OC2=C(OC1)C=CC(=C2)C(C)N2C[C@@H](N(C[C@H]2C)C=2C=1N=C(N(C1N(C(N2)=O)C)CC)CC#N)C)C 2-(6-((2S,5R)-4-(1-(3,3-dimethyl-2,3-dihydrobenzo[b][1,4]dioxin-6-yl)ethyl)-2,5-dimethylpiperazin-1-yl)-9-ethyl-3-methyl-2-oxo-3,9-dihydro-2H-purin-8-yl)acetonitrile